2-(4-(5-Chloro-2-(4-chloro-1H-1,2,3-triazol-1-yl)phenyl)-5-methoxy-2-oxopyridine-1(2H)-yl)-N-(3-(dimethylphosphoryl)-4-fluorophenyl)-3-phenylpropanamide ClC=1C=CC(=C(C1)C1=CC(N(C=C1OC)C(C(=O)NC1=CC(=C(C=C1)F)P(=O)(C)C)CC1=CC=CC=C1)=O)N1N=NC(=C1)Cl